OC[C@H](C[C@H]1C(NCC1)=O)NC([C@H](CC1=CC=CC=C1)NC(O[C@@H](C(F)(F)C1=CC(=CC=C1)Cl)C1=CC=CC=C1)=O)=O (R)-2-(3-chlorophenyl)-2,2-difluoro-1-phenylethyl ((S)-1-(((S)-1-hydroxy-3-((S)-2-oxopyrrolidin-3-yl)propan-2-yl)amino)-1-oxo-3-phenylpropan-2-yl)carbamate